FC(S(=O)(=O)OC1=C(C=CC2=CC(=CC=C12)C(=O)N1CCC(CC1)(F)F)F)(F)F 6-(4,4-difluoropiperidine-1-carbonyl)-2-fluoronaphthalen-1-yl trifluoromethanesulfonate